6-(2-amino-5-(3-((dimethylamino)methyl)-4-(tetrahydrofuran-3-yl)phenyl)-6-fluoropyridin-3-yl)-3,4-dihydroisoquinolin-1(2H)-one NC1=NC(=C(C=C1C=1C=C2CCNC(C2=CC1)=O)C1=CC(=C(C=C1)C1COCC1)CN(C)C)F